C1=CC=CC=2C3=CC=CC=C3C(C12)COC(=O)N(CC(=O)O)CCOC1=CC=CC=C1 N-(((9H-fluoren-9-yl)methoxy)carbonyl)-N-(2-phenoxyethyl)glycine